phenyl trifluoroethylene telluride C1(=CC=CC=C1)C1(C(F)(F)[Te]1)F